(R)-2-(5-cyanopyridin-3-yl)-N-(2-fluoro-3-hydroxy-3-methylbutyl)-4-(isopropylamino)thieno[2,3-b]pyridine-5-carboxamide C(#N)C=1C=C(C=NC1)C1=CC=2C(=NC=C(C2NC(C)C)C(=O)NC[C@H](C(C)(C)O)F)S1